CN(C(=O)NC)C 1,1,3-trimethylurea